dihydrogen ((2-(4-(tert-butyl)phenyl)-1H-benzo[d]imidazol-1-yl)methyl) phosphate P(=O)(O)(O)OCN1C(=NC2=C1C=CC=C2)C2=CC=C(C=C2)C(C)(C)C